FC(C(=O)O)(F)F.NC1=NN2C(N=CC=C2)=C1C(=O)NC(C)C=1C=C(C=2N(C1N1C[C@@H](C[C@H](C1)O)O)C=NC2)Cl 2-Amino-N-(1-{8-chloro-5-[(3R,5R)-3,5-dihydroxypiperidin-1-yl]imidazo[1,5-a]pyridin-6-yl}ethyl)pyrazolo[1,5-a]pyrimidine-3-carboxamide trifluoroacetate salt